2-(1-cyclopropyl-2-hydroxy-2-methylpropyl)-7-(6-(5-methyl-1,3,4-oxadiazol-2-yl)pyridin-3-yl)isoindolin-1-one C1(CC1)C(C(C)(C)O)N1C(C2=C(C=CC=C2C1)C=1C=NC(=CC1)C=1OC(=NN1)C)=O